1-phenylethyl carbamate C(N)(OC(C)C1=CC=CC=C1)=O